C(C)(C)(C)OC(=O)N1C(CNCC1)(C(C)(C)C)C1=CC=CC=C1 phenyl-tert-butylpiperazine-1-carboxylic acid tert-butyl ester